BrC1=C(C=C(C=C1F)O)O 4-bromo-5-fluorobenzene-1,3-diol